(3S,4S)-8-(5-((3-chloro-2-((5-chloro-4-(1H-indol-3-yl)pyrimidin-2-yl)amino)pyridine-4-yl)thio)pyrazin-2-yl)-3-methyl-2-oxa-8-azaspiro[4.5]decane-4-amine hydrochloride Cl.ClC=1C(=NC=CC1SC=1N=CC(=NC1)N1CCC2([C@@H]([C@@H](OC2)C)N)CC1)NC1=NC=C(C(=N1)C1=CNC2=CC=CC=C12)Cl